C(#N)C=1C=C(C=CC1)[C@@H]1N(OCC1)C1=CC(=NC=N1)NC=1C(=CC(=C(C1)NC(C=C)=O)N1CCC(CC1)N1CCOCC1)OC N-(5-((6-((R)-3-(3-cyanophenyl)isoxazolidine-2-yl)pyrimidine-4-yl)amino)-4-methoxy-2-(4-morpholinopiperidine-1-yl)phenyl)acrylamide